(8-fluoroimidazo[1,2-a]pyridin-2-yl)[(3R,3'R)-3'-hydroxy-1,4-dihydro-1'H,2H-spiro[isoquinoline-3,4'-piperidin]-1'-yl]methanone FC=1C=2N(C=CC1)C=C(N2)C(=O)N2C[C@H]([C@@]1(CC2)NCC2=CC=CC=C2C1)O